4-(4-(pyridin-2-ylmethoxy)phenyl)butan-1-ol N1=C(C=CC=C1)COC1=CC=C(C=C1)CCCCO